(E)-3-pyrazin-2-yl-prop-2-en-1-ol N1=C(C=NC=C1)/C=C/CO